ClC1=CC=C(CN2N=C(C=CC2=O)C2=CC=C(C=C2)S(=O)(=O)N(C)C)C=C1 4-(1-(4-chlorobenzyl)-6-oxo-1,6-dihydropyridazin-3-yl)-N,N-dimethylbenzenesulfonamide